2-(5-chloropyridin-3-yl)-1H-indole ClC=1C=C(C=NC1)C=1NC2=CC=CC=C2C1